CC(C)(C)[S@](=O)N[C@@H](C(F)(F)F)C1=CC(=C(C=C1)OC)[N+](=O)[O-] |o1:7| (S)-2-methyl-N-((R or S)-2,2,2-trifluoro-1-(4-methoxy-3-nitrophenyl)ethyl)propane-2-sulfinamide